ClC1=C2N=CN(C2=NC(=N1)NC(C(C)C)=O)[C@H]1[C@@]([C@@H]2O[Si](O[Si](OC[C@H]2O1)(C(C)C)C(C)C)(C(C)C)C(C)C)(C#C[Si](C)(C)C)O N-(6-Chloro-9-((6aR,8R,9S,9aR)-9-hydroxy-2,2,4,4-tetraisopropyl-9-((trimethylsilyl)ethynyl)tetrahydro-6H-furo[3,2-f][1,3,5,2,4]trioxadisilocin-8-yl)-9H-purin-2-yl)isobutyramide